OC[C@H](C1=CC=CC=C1)N1CCCCC1 1-((S)-2-hydroxy-1-phenylethyl)piperidin